N[C@H](C(=O)O)CCCC(C)C (S)-2-Amino-6-methylheptanoic acid